1-(1-methylindol-2-yl)ethanol CN1C(=CC2=CC=CC=C12)C(C)O